FC1=C(C=CC(=C1OCC1=CC=C(C=C1)OC)F)B(O)O (2,4-difluoro-3-((4-methoxybenzyl)oxy)phenyl)boronic acid